methyl 9-fluoro-2-methoxy-10,11-dihydrobenzo[6,7]oxepino[3,2-b]pyridine-7-carboxylate FC1=CC(=CC2=C1CCC1=NC(=CC=C1O2)OC)C(=O)OC